NC1CN(CCC1C)C1=CC=C2C(C(=CN(C2=C1OC)C1C(C1)F)C(=O)O)=O 7-(3-Amino-4-methyl-piperidin-1-yl)-1-(2-fluoro-cyclopropyl)-8-methoxy-4-oxo-1,4-dihydro-quinoline-3-carboxylic acid